(R)-6-(2-(2,5-Difluorophenyl)pyrrolidin-1-yl)-N-(4-methoxycyclohexyl)-1H-imidazo[4,5-b]Pyridine-1-carboxamide FC1=C(C=C(C=C1)F)[C@@H]1N(CCC1)C=1C=C2C(=NC1)N=CN2C(=O)NC2CCC(CC2)OC